C(=O)OCC1=CC=C(C=C1)N p-aminobenzyl formate